tetrahydro-3H-pyrrolo[2,1-c][1,2,4]triazol-3-one N1NC(N2C1=CCC2)=O